Cl.N1[C@@H](CCC1)C#N (S)-pyrrolidine-2-carbonitrile hydrochloride